(4-(4-(((R)-1-(3-(difluoromethyl)-2-fluorophenyl)ethyl)amino)quinolin-6-yl)piperazin-1-yl)(tetrahydrofuran-3-yl)methanone FC(C=1C(=C(C=CC1)[C@@H](C)NC1=CC=NC2=CC=C(C=C12)N1CCN(CC1)C(=O)C1COCC1)F)F